5-(3,5-difluorophenyl)acenaphthoquinone FC=1C=C(C=C(C1)F)C1=CC=C2C(C(C=3C=CC=C1C32)=O)=O